C(C)OC(C1=C(C(=C(C=C1C)Br)N)OC)=O 3-amino-4-bromo-2-methoxy-6-methylbenzoic acid ethyl ester